C(C1=CC=CC=C1)N1CC(CCC1)C=1C(=NN2C1N=CC=C2)C(=O)O (1-benzylpiperidin-3-yl)pyrazolo[1,5-a]pyrimidine-2-carboxylic acid